N-(4-(benzyloxy)-2-methylphenyl)-4-chloro-1-(1-propionylpiperidin-4-yl)-1H-pyrazole-5-carboxamide C(C1=CC=CC=C1)OC1=CC(=C(C=C1)NC(=O)C1=C(C=NN1C1CCN(CC1)C(CC)=O)Cl)C